CC1=CC=C(C=C1)S(=O)(=O)O.NCC(=O)N1[C@@H](CC(C1)(F)F)C#N (S)-1-(2-aminoacetyl)-4,4-difluoropyrrolidine-2-carbonitrile 4-methylbenzenesulfonate